tert-butyl(1-((2-bromo-N-(4-bromophenyl) acetamido)methyl)cyclopropyl) carbamate C(N)(OC1(C(C1)C(C)(C)C)CN(C(CBr)=O)C1=CC=C(C=C1)Br)=O